OC(C)C1(CCN(CC1)C(=O)OC(C)(C)C)C tert-butyl 4-(1-hydroxy ethyl)-4-methylpiperidine-1-carboxylate